COS(=O)(=O)C dimethyl-sulfonic acid